7-(naphthalen-1-yl)-7H-pyrrolo[2,3-H]quinazoline trifluoroacetate FC(C(=O)O)(F)F.C1(=CC=CC2=CC=CC=C12)N1C=CC=2C1=CC=C1C=NC=NC21